2-(5-chloro-2-(((1S,3R,4S,5R)-4-hydroxy-6,8-dioxabicyclo[3.2.1]octan-3-yl)amino)pyrimidin-4-yl)-7-isopropyl-3,5-dimethylthieno[3,2-c]pyridin-4(5H)-one ClC=1C(=NC(=NC1)N[C@@H]1C[C@H]2CO[C@@H]([C@H]1O)O2)C2=C(C=1C(N(C=C(C1S2)C(C)C)C)=O)C